(2R,3R,4R,5S)-2-(hydroxymethyl)-1-{[5-({[3-methyl-5-(1H-pyrrol-2-yl)phenyl]amino}methyl)pyrazin-2-yl]methyl}piperidine-3,4,5-triol OC[C@H]1N(C[C@@H]([C@H]([C@@H]1O)O)O)CC1=NC=C(N=C1)CNC1=CC(=CC(=C1)C=1NC=CC1)C